O1C(CCCC1)N1N=CC(=C1)C=1C=CC=C(C=O)C1 5-(1-(tetrahydro-2H-pyran-2-yl)-1H-pyrazol-4-yl)benzaldehyde